CC1(COCCC1C(N1C[C@@H]2[C@H](C1)CC(C2)NC=2N=NC(=CC2)C=2C(=NC=CC2)C(F)(F)F)([2H])[2H])C (3aR,5s,6aS)-2-((3,3-dimethyltetrahydro-2H-pyran-4-yl)methyl-d2)-N-(6-(2-(trifluoromethyl)pyridin-3-yl)pyridazin-3-yl)octahydrocyclopenta[c]pyrrol-5-amine